3-(5-(1H-pyrazol-1-yl)pyrid-2-yl)-5-methyl-6-(4-nitrophenyl)thieno[2,3-d]pyrimidine-2,4(1H,3H)-dione N1(N=CC=C1)C=1C=CC(=NC1)N1C(NC2=C(C1=O)C(=C(S2)C2=CC=C(C=C2)[N+](=O)[O-])C)=O